NC1=C(C(=NN1C(C)C)C1=CC=C(C=C1)CC(=O)NC1=CC(=NO1)C1C(C1)C)C(=O)N 5-Amino-1-isopropyl-3-(4-(2-((3-(2-methylcyclopropyl)isoxazol-5-yl)amino)-2-oxoethyl)phenyl)-1H-pyrazole-4-carboxamide